1-{4-[5-({[4-(aminomethyl)phenyl]methyl}sulfanyl)-4-fluoro-1-(1,3-thiazole-4-carbonyl)-1H-pyrazol-3-yl]-3-(trifluoromethyl)piperidin-1-yl}-2-(morpholin-4-yl)ethan-1-one NCC1=CC=C(C=C1)CSC1=C(C(=NN1C(=O)C=1N=CSC1)C1C(CN(CC1)C(CN1CCOCC1)=O)C(F)(F)F)F